ClC1=C(COC=2C=C3CCC(C3=CC2)N2CC(C2)(O)C)C(=CC=C1)Cl 1-(5-((2,6-dichlorobenzyl)oxy)-2,3-dihydro-1H-inden-1-yl)-3-methylazetidin-3-ol